1-((1r,3r,5r,7r)-adamantane-2-yl)-3-((2,4-dioxo-1,3-diazaspiro[4.4]nonane-6-yl)methyl)urea C12C(C3CC(CC(C1)C3)C2)NC(=O)NCC2C3(C(NC(N3)=O)=O)CCC2